FC=1C=C(C=C(C1)F)N1C(N(C(C1)C#N)C1=CN=CC2=CC=CC=C12)=O 1-(3,5-difluorophenyl)-3-(isoquinolin-4-yl)-2-oxoimidazoline-4-carbonitrile